C1(=CC=CC=C1)C1=NC2=C(N1)C=CC=C2 2-phenyl-1H-benzo[d]Imidazole